docosyl (tert-butoxycarbonyl)-L-phenylalaninate C(C)(C)(C)OC(=O)N[C@@H](CC1=CC=CC=C1)C(=O)OCCCCCCCCCCCCCCCCCCCCCC